methyl 5-[N-{(4,6-dimethylpyrimidin-2-yl)carbamoyl}sulfamoyl]-1-(pyridin-2-yl)-1H-pyrazole-4-carboxylate CC1=NC(=NC(=C1)C)NC(=O)NS(=O)(=O)C1=C(C=NN1C1=NC=CC=C1)C(=O)OC